FC(OC1=CC=CC=2C(N([C@H]3C=4N([C@@H](C21)C3)C3=C(N4)C=CC(=C3)I)C([2H])([2H])[2H])=O)F (7R,14R)-1-(difluoromethoxy)-11-iodo-6-(methyl-d3)-6,7-dihydro-7,14-methanobenzo[f]benzo[4,5]imidazo[1,2-a][1,4]diazocin-5(14H)-one